OC(C(=O)C=1SC=CC1)C=1SC=CC1 2-hydroxy-1,2-bis(2-thienyl)ethan-1-one